CS(=O)(=O)NCC[C@@H](C)NC(=O)C=1C=NC2=C(C=CC=C2C1)C1=CCC(CC1)C(F)(F)F N-((R)-4-(methylsulfonylamino)butan-2-yl)-8-(4-(trifluoromethyl)cyclohex-1-en-1-yl)quinoline-3-carboxamide